Dicarboxyl-CoA C(=O)(O)C=1N=C(C=2N=C(N([C@H]3[C@H](O)[C@H](OP(=O)(O)O)[C@@H](COP(=O)(O)OP(=O)(O)OCC(C)(C)[C@@H](O)C(=O)NCCC(=O)NCCS)O3)C2N1)C(=O)O)N